C(#N)[C@H]1N(CCC1)C(CN(C(OC(C)(C)C)=O)C12CC3(CC(CC(C1)C3)C2)SCCOC(=O)OC2=CC=C(C=C2)[N+](=O)[O-])=O tert-butyl (2-((S)-2-cyanopyrrolidin-1-yl)-2-oxoethyl)(3-((2-(((4-nitrophenoxy)carbonyl)oxy)ethyl)thio) adamantan-1-yl)carbamate